ClC=1C=C(C=C(C1)SCC)NC(=O)C=1SC(=C(C1)C1=NC=C(C=N1)F)C N-(3-chloro-5-(ethylsulfanyl)phenyl)-4-(5-fluoropyrimidin-2-yl)-5-methylthiophene-2-carboxamide